O=C1C=CC(=CN1C(C)C)C(=O)[O-] 6-oxo-1-(propan-2-yl)-1,6-dihydropyridine-3-carboxylate